2-[3-(4-bromopyrazol-1-yl)-1-[2-[[1-[2-(4-morpholino-1-piperidyl)-2-oxo-ethyl]pyrazol-4-yl]amino]-[1,2,4]triazolo[1,5-a]pyridin-8-yl]azetidin-3-yl]acetonitrile BrC=1C=NN(C1)C1(CN(C1)C=1C=2N(C=CC1)N=C(N2)NC=2C=NN(C2)CC(=O)N2CCC(CC2)N2CCOCC2)CC#N